2-[((2-fluoro-4-iodophenyl)amino)thieno[2,3-b]pyridin-3-yl]-(3-hydroxyazetidin-1-yl)-methanone FC1=C(C=CC(=C1)I)NC1=C(C=2C(=NC=CC2)S1)C1N(CC1O)C=O